Br[C@@H]1[C@@H](C1)C(=O)NC1=NC2=C(N1)C(=CC=C2C=2C=NN(C2)C)OC (1S,2S)-2-bromo-N-[7-methoxy-4-(1-methyl-1H-pyrazol-4-yl)-1H-1,3-benzodiazol-2-yl]cyclopropane-1-carboxamide